(R)-N-Ethyl-1-(5-fluoro-4-(2-morpholinopyrimidin-5-yl)-2-nitrophenyl)-N-methylpyrrolidin-3-amine C(C)N([C@H]1CN(CC1)C1=C(C=C(C(=C1)F)C=1C=NC(=NC1)N1CCOCC1)[N+](=O)[O-])C